C(C=1C(O)=CC=CC1)=NCCN=CC=1C(O)=CC=CC1 disalicylideneethylenediamine